3-[6-[[1-[5-chloro-4-[[3-(3-hydroxy-3-methyl-butyl)-2-oxo-1H-benzimidazol-5-yl]amino]pyrimidin-2-yl]-4-piperidyl]amino]-1-methyl-indazol-3-yl]piperidine-2,6-dione ClC=1C(=NC(=NC1)N1CCC(CC1)NC1=CC=C2C(=NN(C2=C1)C)C1C(NC(CC1)=O)=O)NC1=CC2=C(NC(N2CCC(C)(C)O)=O)C=C1